azonia-spiro[4.5]decane [NH2+]1CCCC12CCCCC2